1-[2-deoxy-β-D-erythro-pentofuranosyl]-(R)-5-hydroxyazepan-2-one [C@@H]1(C[C@H](O)[C@H](O1)CO)N1C(CC[C@H](CC1)O)=O